FC=1C=CC=C2CC[C@](C12)(CCC1C(NC(N(C1=O)C1CCOCC1)=O)=O)N[S@@](=O)C(C)(C)C (S)-N-((1S)-7-fluoro-1-(2-(2,4,6-trioxo-1-(tetrahydro-2H-pyran-4-yl)hexahydropyrimidin-5-yl)ethyl)-2,3-dihydro-1H-inden-1-yl)-2-methylpropane-2-sulfinamide